cis-2-(benzyloxy)cyclobutanol C(C1=CC=CC=C1)O[C@@H]1[C@@H](CC1)O